O(S(=O)(=O)C(F)(F)F)C1=NC(=NC=2CC3(CCC12)C=C(C1=CC=CC=C13)C)SC 3-methyl-2'-(methylthio)-5',8'-dihydro-6'H-spiro[indene-1,7'-quinazoline]-4'-yl triflate